3,5,6,6-tetramethyl-4-methyleneheptan CC(CC)C(C(C(C)(C)C)C)=C